C(C1=CC=CC=C1)S(=O)(=O)O.C1(=CC=CC=C1)C(=O)C(O)C1=CC=CC=C1 benzoin toluenesulfonic acid salt